N1C(=NC2=C1C=CC=C2)C(CNCCC=2SC=1N=CN=C(C1N2)NCC2=NC=CC=C2F)F 2-(2-{[2-(1H-1,3-benzodiazol-2-yl)-2-fluoroethyl]amino}ethyl)-N-[(3-fluoropyridin-2-yl)methyl]-[1,3]thiazolo[5,4-d]pyrimidin-7-amine